C(CCCCOC=1C(=CC2=C(N=C[C@H]3N(C2=O)CC(C3)=C)C1)OC)OC=1C(=CC3=C(N=C[C@H]2N(C3=O)CC(C2)=C)C1)OC (11aS,11a'S)-8,8'-(pentane-1,5-diylbis(oxy))bis(7-methoxy-2-methylene-2,3-dihydro-1H-benzo[e]pyrrolo[1,2-a][1,4]diazepin-5(11aH)-one)